FC1CCOC=2C(NC=3C=C(C=CC3C21)CO)=O fluoro-8-(hydroxymethyl)-2,3-dihydro-1H-pyrano[2,3-c]quinolin-5(6H)-one